lithium trimethylbutoxide CC(CCC[O-])(C)C.[Li+]